(3R)-4-ethoxy-3-(2-ethylimidazo[4,5-c]quinolin-1-yl)-2-methyl-butan-2-ol C(C)OC[C@H](C(C)(O)C)N1C(=NC=2C=NC=3C=CC=CC3C21)CC